[3,5-bis-(trifluoromethyl) phenyl] borate B(OC1=CC(=CC(=C1)C(F)(F)F)C(F)(F)F)([O-])[O-]